C[C@@H]1N([C@H](COC1)C)C(=O)Cl (3S,5S)-3,5-dimethylmorpholine-4-carbonyl chloride